1-(pyridin-2-ylmethyl)piperazin N1=C(C=CC=C1)CN1CCNCC1